(2-methylbut-3-yn-2-yl)-2-(pyridin-4-yl)pyrido[3,4-d]pyrimidin-4-amine CC(C)(C#C)C1=CN=CC=2N=C(N=C(C21)N)C2=CC=NC=C2